3-methacryloxypropyl-tris(2-methoxyethoxy)silane C(C(=C)C)(=O)OCCC[Si](OCCOC)(OCCOC)OCCOC